COC1=C(C=CC(=C1)OC)C1(OC(=C(C1=O)O)N)C 2-(2,4-dimethoxyphenyl)-2-methyl-4-hydroxy-5-amino-3(2H)-furanone